COC(=O)C=1C=CC2=C(NC(=N2)C2CC23CCNCC3)C1 2-(6-azaspiro[2.5]-oct-1-yl)-1H-benzo[d]imidazole-6-carboxylic acid methyl ester